(3R,7S)-2-(3,4-dichlorobenzoyl)-N,3-dimethyl-10-oxo-9-(1-(pyridin-2-yl)ethyl)-1,2,3,4,7,8,9,10-octahydropyrido[4',3':3,4]pyrazolo[1,5-a]pyrazine-7-carboxamide ClC=1C=C(C(=O)N2CC=3C(=NN4C3C(N(C[C@H]4C(=O)NC)C(C)C4=NC=CC=C4)=O)C[C@H]2C)C=CC1Cl